ClC/C(/N)=N\OC(C1=CC=C(C=C1)OC1=NC=C(C=C1)Cl)=O (E)-2-chloro-N'-((4-((5-chloropyridin-2-yl)oxy)benzoyl)oxy)acetimidamide